di(ethylphenyl) carbonate C(OC1=C(C=CC=C1)CC)(OC1=C(C=CC=C1)CC)=O